Trans-2-(1-(2-chloro-4-(trifluoromethyl)benzyl)-5-(4-(trifluoromethyl)phenyl)piperidin-3-yl)acetic acid ClC1=C(CN2C[C@H](C[C@@H](C2)C2=CC=C(C=C2)C(F)(F)F)CC(=O)O)C=CC(=C1)C(F)(F)F